(3S,5S)-1,1-difluoro-5-(4-(methoxycarbonyl)phenyl)-6-azaspiro[2.5]octane-6-carboxylic acid benzyl ester C(C1=CC=CC=C1)OC(=O)N1[C@@H](C[C@]2(CC2(F)F)CC1)C1=CC=C(C=C1)C(=O)OC